dicyano(trifluoromethyl)imidazole C(#N)C1=C(N=C(N1)C(F)(F)F)C#N